3-methyl-4-(oxazol-5-yl)aniline CC=1C=C(N)C=CC1C1=CN=CO1